NCC1CCC(CC1)C(N[C@@H](C(NCCCC[C@H](NC(N[C@@H](CCC(=O)O)C(=O)O)=O)C(=O)O)=O)CC1=CC2=CC=CC=C2C(=C1)NC)=O (3R,10S,14S)-1-[(1r,4S)-4-(aminomethyl)cyclohexyl]-3-{[4-(methylamino)naphthalen-2-yl]methyl}-1,4,12-trioxo-2,5,11,13-tetraazahexadecane-10,14,16-tricarboxylic acid